(R)-8-bromo-3-hydroxy-2,3-dihydro-1H-pyrido[2,3-b][1,4]diazepine-4(5H)-one BrC1=CC2=C(NC([C@@H](CN2)O)=O)N=C1